CN1C(CN(CC(C1)(C)C)C(=O)OC(C)(C)C)=O tert-Butyl 4,6,6-trimethyl-3-oxo-1,4-diazepane-1-carboxylate